C1[C@H]([C@@H]([C@H](C(O1)O)O)O[C@H]2[C@@H]([C@H]([C@H]([C@H](O2)CO)O)O)O)O The molecule is a disaccharide that is D-xylopyranose in which the hydroxy group at position 3 has been converted into the corresponding beta-D-galactopyranoside. It is a glycoside, a beta-D-galactoside and a glycosylxylose. It derives from a D-xylopyranose.